3-bromo-5-(3-methoxytetrahydrofuran-3-yl)-1,2,4-oxadiazole BrC1=NOC(=N1)C1(COCC1)OC